4-((4-Methoxypyridin-3-yl)amino)-N-(4-(4-methylpiperazin-1-yl)phenyl)-2-oxo-1,2-dihydropyridine-3-carboxamide COC1=C(C=NC=C1)NC1=C(C(NC=C1)=O)C(=O)NC1=CC=C(C=C1)N1CCN(CC1)C